(2s,4r)-4-azidopyrrolidine-1,2-dicarboxylic acid O1-tert-butyl ester O2-[8-(1-octylnonyloxy)-8-oxo-octyl] ester C(CCCCCCC)C(CCCCCCCC)OC(CCCCCCCOC(=O)[C@H]1N(C[C@@H](C1)N=[N+]=[N-])C(=O)OC(C)(C)C)=O